C(CCCCCCCC)OC(CCCCC\C=C/CC\C=C/C=C/CC)OCCCCCCCCC (3E,5Z,9Z)-16,16-dinonyloxy-3,5,9-hexadecatriene